BrC=1C=C(CNC(CSC=2NC=C(N2)C(=O)OCC)=O)C=CC1 ETHYL 2-((2-((3-BROMOBENZYL)AMINO)-2-OXOETHYL)THIO)-1H-IMIDAZOLE-4-CARBOXYLATE